2,5-dichloro-N'-hydroxy-4,6-dimethylnicotinimidamide ClC1=C(C(N)=NO)C(=C(C(=N1)C)Cl)C